C[C@@]12C=CC[C@H]1[C@@H]1CCC3=C[C@H](CC[C@]3(C)[C@H]1CC2)O [3β]-androsta-4,16-dien-3-ol